5-Methyl-[1,2,4]oxadiazole-3-carboxylic acid N'-(4-chloro-1,2-dihydrophthalazin-1-yl)-hydrazide ClC1=NNC(C2=CC=CC=C12)NNC(=O)C1=NOC(=N1)C